ClC=1C=C(C=C(C1)S(=O)(=O)C)NC(=O)C=1SC(=C(C1)C1=NC=C(C=N1)N1CC(CC1)(F)F)C N-(3-chloro-5-(methylsulfonyl)phenyl)-4-(5-(3,3-difluoropyrrolidin-1-yl)pyrimidin-2-yl)-5-methylthiophene-2-carboxamide